(methyl-(sulfinyl)methyl)azetidine methyl-3-(3-(tert-butoxycarbonyl)-4-methoxyphenyl)-4,5-dihydroisoxazole-5-carboxylate COC(=O)C1CC(=NO1)C1=CC(=C(C=C1)OC)C(=O)OC(C)(C)C.CS(=O)CN1CCC1